[Si](C)(C)(C(C)(C)C)OCCN(C)CC=1C=CC(=NC1)C(=O)NC=1C(=C(C=CC1)C1=C(C(=CC=C1)NC(=O)C1=NC=C(C(=C1)OC)C=O)C)C N-(3'-{5-[({2-[(tert-butyldimethylsilyl)oxy]ethyl}(methyl)amino)methyl]pyridine-2-amido}-2,2'-dimethyl-[1,1'-biphenyl]-3-yl)-5-formyl-4-methoxypyridine-2-carboxamide